C(C)OC(=O)C=1C(=NC(=NC1C)SC)NC1CCCC1 4-(cyclopentylamino)-6-methyl-2-(methylthio)pyrimidine-5-carboxylic acid ethyl ester